The molecule is a 1-phosphatidyl-1D-myo-inositol 5-phosphate in which both phosphatidyl acyl groups are specified as linoleoyl. It derives from a linoleic acid. It is a conjugate acid of a 1,2-dilinoleoyl-sn-glycero-3-phospho-1D-myo-inositol 5-phosphate(3-). CCCCC/C=C\\C/C=C\\CCCCCCCC(=O)OC[C@H](COP(=O)(O)O[C@@H]1[C@@H]([C@@H]([C@H]([C@@H]([C@H]1O)OP(=O)(O)O)O)O)O)OC(=O)CCCCCCC/C=C\\C/C=C\\CCCCC